ClC1=C(C=CC=C1)C=1N(C2=NC(=NC(=C2N1)N1CCC(CC1)C(F)(F)F)OCCNC(C)=O)C1=CC=C(C=C1)Cl N-[2-[8-(2-chlorophenyl)-9-(4-chlorophenyl)-6-[4-(trifluoromethyl)-1-piperidinyl]purin-2-yl]oxyethyl]acetamide